5-cyclopropyl-N-((4-(((1S,2S,4S)-2-(dimethylamino)-4-(3-(trifluoromethyl)-phenyl)cyclohexyl)oxy)-2-fluorophenyl)sulfonyl)-2-fluoro-4-methoxybenzamide C1(CC1)C=1C(=CC(=C(C(=O)NS(=O)(=O)C2=C(C=C(C=C2)O[C@@H]2[C@H](C[C@H](CC2)C2=CC(=CC=C2)C(F)(F)F)N(C)C)F)C1)F)OC